NC1=NN(C=2CN(CCC21)C(C)=O)C(=O)C2CCNC1=CC=CC=C21 1-(3-amino-1-(1,2,3,4-tetrahydroquinoline-4-carbonyl)-4,5-dihydro-1H-pyrazolo[3,4-c]pyridin-6(7H)-yl)ethanone